deoxy-2'-fluoro-beta-D-arabinosyladenosine F[C@@]1([C@@](O[C@@H]([C@H]1O)CO)(N1C=NC=2C(N)=NC=NC12)[C@H]1C[C@H](O)[C@H](O)CO1)O